(trifluoromethyl)pyridine-3-sulfonyl chloride FC(F)(F)C1=NC=CC=C1S(=O)(=O)Cl